(E)-5,5-dimethyl-3-(2-(thien-2-yl)vinyl)cyclohex-2-en-1-one ethyl-(E)-2-(4-chloro-1-methyl-2-pyrrolylcarbonylamino)-5,5-dimethyl-3-hexenoate C(C)OC(C(\C=C\C(C)(C)C)NC(=O)C=1N(C=C(C1)Cl)C)=O.CC1(CC(=CC(C1)=O)\C=C\C=1SC=CC1)C